2-Hydroxy-3-methyl-1,4-benzoquinone OC=1C(C=CC(C1C)=O)=O